(R)-2-bromo-6,7-dihydro-5H-pyrrolo[1,2-a]imidazol-7-ol BrC=1N=C2N(C1)CC[C@H]2O